OCCC1=NC=C(C=N1)NC(O[C@H](C)[C@H](C)OC1=CC2=C(N=C(S2)C2=C3N=CC(=NC3=CC(=C2)C)OC)C(=C1F)Cl)=O (2R,3S)-3-((4-chloro-5-fluoro-2-(2-methoxy-7-methylquinoxalin-5-yl)benzo[d]thiazol-6-yl)oxy)butan-2-yl (2-(2-hydroxyethyl)pyrimidin-5-yl)carbamate